1-(4-fluorophenyl)-4-methyl-2-oxopyridine-3-carboxamide FC1=CC=C(C=C1)N1C(C(=C(C=C1)C)C(=O)N)=O